2-chloro-5-(trifluoromethyl)-7-{[2-(trimethylsilyl)ethoxy]methyl}-7H-pyrrolo[2,3-d]pyrimidine ClC=1N=CC2=C(N1)N(C=C2C(F)(F)F)COCC[Si](C)(C)C